O-hexanoyl-L-tyrosine C(CCCCC)(=O)OC1=CC=C(C[C@H](N)C(=O)O)C=C1